OC1=C2C(=CC=3CC=4C=CC(CC4OC13)=O)C=CC(O2)(C)C 12-hydroxy-2,2-dimethyl-2H,6H-pyrano[3,2-b]xanthone